BrC=1C=C(C=CC1F)S(=O)(=O)N1C(CC1)CN1N=NC(=C1)CN(C)C 1-(1-((1-((3-bromo-4-fluorophenyl)sulfonyl)azetidin-2-yl)methyl)-1H-1,2,3-triazol-4-yl)-N,N-dimethylmethanamine